BrC1C2CC3C1OC(C3C2)=O 6-bromohexahydro-2H-3,5-methanocyclopenta[b]furan-2-one